ClC1=C(OCC(=O)NC2=CC=C(C=C2)N2C3=C(NCC=C2)C2=CC=CC=C2C=C3)C=CC(=C1)Cl 5-[4-[2-(2,4-dichlorophenoxy)acetylamino]phenyl]-1H-naphtho[1,2-b][1,4]diazepine